3'-(9H-carbazol-9-yl)-1,1'-biphenyl-4-amine C1=CC=CC=2C3=CC=CC=C3N(C12)C=1C=C(C=CC1)C1=CC=C(C=C1)N